COC=1C=C(CN2C(N(C3=CC=C(C=C3C2=O)OCCO)C2CCN(CC2)C=O)=O)C=CC1OC 4-[3-(3,4-dimethoxybenzyl)-6-(2-hydroxyethoxy)-2,4-dioxo-3,4-dihydroquinazolin-1(2H)-yl]piperidine-1-carbaldehyde